2-((2-((2,2'-dichloro-3'-(5-(((R)-3-hydroxypyrrolidin-1-yl)methyl)picolinamido)-[1,1'-biphenyl]-3-yl)carbamoyl)-4,5,6,7-tetrahydropyrazolo[1,5-a]pyridin-4-yl)amino)acetic acid ClC1=C(C=CC=C1NC(=O)C1=NN2C(C(CCC2)NCC(=O)O)=C1)C1=C(C(=CC=C1)NC(C1=NC=C(C=C1)CN1C[C@@H](CC1)O)=O)Cl